Sodium 1-(Tetrahydrofuran-2-yl)pentadecyl Sulfate S(=O)(=O)(OC(CCCCCCCCCCCCCC)C1OCCC1)[O-].[Na+]